[Cl-].[Cl-].C1(=CC=CC=C1)[SiH](C1=CC=CC=C1)[Zr+2](C1(C(=CC=C1)C(C)(C)C)C(C)(C)C)C1(C(=CC=C1)C(C)(C)C)C(C)(C)C diphenylsilylbis(di-tert-butylcyclopentadienyl)zirconium dichloride